(S)-N-(3-(5-(((1-acetylpiperidin-4-yl)amino)methyl)-3'-chloro-6-methoxy-[2,4'-bipyridin]-2'-yl)-2-methylphenyl)-5-((3-hydroxypyrrolidin-1-yl)methyl)-4-methoxypicolinamide C(C)(=O)N1CCC(CC1)NCC=1C=CC(=NC1OC)C1=C(C(=NC=C1)C=1C(=C(C=CC1)NC(C1=NC=C(C(=C1)OC)CN1C[C@H](CC1)O)=O)C)Cl